FC(CN1C(=NC=2C1=NC(=CC2)C=2C=CN1N=C(N=CC12)N[C@@H]1C[C@@H](C1)NC)C)F cis-N1-(5-(3-(2,2-difluoroethyl)-2-methyl-3H-imidazo[4,5-b]pyridin-5-yl)pyrrolo[2,1-f][1,2,4]triazin-2-yl)-N3-methylcyclobutane-1,3-diamine